5-(4-((5-chloro-3-ethyl-2,4-dioxo-1,2,3,4-tetrahydroquinazolin-7-yl)methyl)piperazin-1-yl)-N-ethyl-6-methylpicolinamide ClC1=C2C(N(C(NC2=CC(=C1)CN1CCN(CC1)C=1C=CC(=NC1C)C(=O)NCC)=O)CC)=O